Cl.Cl.N1=C(N=CC=C1)C1(CC1)NC(=O)[C@@H]1CN(CC[C@H]1N)CC1CC1 |r| rac-(3R*,4R*)-4-Amino-1-cyclopropylmethyl-piperidine-3-carboxylic Acid (1-pyrimidin-2-yl-cyclopropyl)-amide Dihydrochloride